tert-butyl ((3S,4S)-4-fluoro-1-(1-methyl-1H-imidazol-2-yl)pyrrolidin-3-yl)carbamate F[C@@H]1[C@H](CN(C1)C=1N(C=CN1)C)NC(OC(C)(C)C)=O